succinic acid mono-octyl amide C(CCCCCCC)NC(CCC(=O)O)=O